3-((1R,5S,9r)-9-methoxy-3-(2-oxaspiro[3.5]nonan-7-yl)-3-azabicyclo[3.3.1]nonan-9-yl)benzamide (S)-2-hydroxysuccinate COC1(C2CCCC1CN(C2)C3CCC4(CC3)COC4)C5=CC=CC(=C5)C(=O)N